C(C)OC(C(CCCCCC(CCCCCC(C(=O)OCC)(C)C)=C=O)(C)C)=O 8-carbonyl-2,2,14,14-tetramethyl-pentadecanedioic acid diethyl ester